[Cl-].[Cl-].[Zr+2].C[Si](C=1CC2=CC=CC=C2C1)(C1C=CC2=CC=CC=C12)C.C[Si](C=1CC2=CC=CC=C2C1)(C1C=CC2=CC=CC=C12)C bis(dimethyl-(1-indenyl)-(2-indenyl)silane) zirconium dichloride